9-(Pyridin-2-yl)-9H-carbazol-2-ol N1=C(C=CC=C1)N1C2=CC=CC=C2C=2C=CC(=CC12)O